O=C1NC(CCC1N1C(C2=CC=CC(=C2C1)NCCCCCN1CCN(CC1)C1CCN(CC1)C=1C(=CC2=C(C(C=3NC4=CC(=CC=C4C3C2=O)C#N)(C)C)C1)CC)=O)=O 8-(4-(4-(5-((2-(2,6-dioxopiperidin-3-yl)-1-oxoisoindolin-4-yl)amino)pentyl)piperazin-1-yl)piperidin-1-yl)-9-ethyl-6,6-dimethyl-11-oxo-6,11-dihydro-5H-benzo[b]carbazole-3-carbonitrile